C1(=CC=CC2=CC=CC=C12)C1CN(C1)C(=O)[O-] 3-(naphthalen-1-yl)azetidine-1-carboxylate